BrC1=C(C(=O)N(COCC[Si](C)(C)C)C2=CC(=CC(=C2)OC)F)C=C(C=C1)OC 2-Bromo-N-(3-fluoro-5-methoxyphenyl)-5-methoxy-N-((2-(trimethylsilyl)ethoxy)methyl)benzamide